1-(cyclopropylmethyl)-3-(4-(6-fluoro-3,4-dihydroisoquinolin-2(1H)-yl)-2,6-dimethylphenyl)-1-Methylurea C1(CC1)CN(C(=O)NC1=C(C=C(C=C1C)N1CC2=CC=C(C=C2CC1)F)C)C